(2'-hydroxy-5'-methylphenyl)benzotriazole OC1=C(C=C(C=C1)C)C1=CC=CC=2NN=NC21